O=CCCC(=O)NCC1=NC=CC=C1 4-oxo-N-(2-pyridylmethyl)butyric acid amide